C(N)(=O)C=1N(C2=CC(=CC=C2C1)OC(F)(F)F)C1=CC2=C(C(CO2)CC(=O)O)C=C1 2-(6-(2-carbamoyl-6-(trifluoromethoxy)-1H-indol-1-yl)-2,3-dihydrobenzofuran-3-yl)acetic acid